FC(C=1C(=C(C=CC1)[C@@H](C)NC=1C=2C(N=C(N1)C)=C(C(N(C2)N2CCOCC2)=O)C2=CC(=NN2)C#N)F)F (R)-5-(4-((1-(3-(difluoromethyl)-2-fluorophenyl)ethyl)amino)-2-methyl-6-morpholino-7-oxo-6,7-dihydropyrido[4,3-d]pyrimidin-8-yl)-1H-pyrazole-3-carbonitrile